N-((2R,3S)-1-(4-bromothiazol-2-yl)-2-((((CIS)-4-phenylcyclohexyl)oxy)methyl)pyrrolidin-3-yl)methanesulfonamide BrC=1N=C(SC1)N1[C@H]([C@H](CC1)NS(=O)(=O)C)CO[C@@H]1CC[C@@H](CC1)C1=CC=CC=C1